tert-butyl 2-(tert-butyldimethylsilyl)-1-oxo-3-(trifluoromethyl)-2,7-diazaspiro[3.5]nonane-7-carboxylate [Si](C)(C)(C(C)(C)C)N1C(C2(C1C(F)(F)F)CCN(CC2)C(=O)OC(C)(C)C)=O